(1'R,2'R)-6-((cyclohexyloxy)methoxy)-5'-methyl-4-pentyl-2'-(prop-1-en-2-yl)-1',2',3',4'-tetrahydro-[1,1'-biphenyl]-2-ol C1(CCCCC1)OCOC=1C=C(C=C(C1[C@H]1[C@@H](CCC(=C1)C)C(=C)C)O)CCCCC